4-(3-(trifluoromethyl)-3H-diazirin-3-yl)benzenethiol FC(C1(N=N1)C1=CC=C(C=C1)S)(F)F